ClC1=CC=C(C=C1)NC(=O)C1(COC1)C1=NC=2CCCN(C2C=C1)C1=NC(=NC=C1)C N-(4-chlorophenyl)-3-(5-(2-methylpyrimidin-4-yl)-5,6,7,8-tetrahydro-1,5-naphthyridin-2-yl)oxetane-3-carboxamide